O=C1NNCC1C(=O)N oxopyrazolidine-4-carboxamide